3-(6-((1-(1-(difluoromethyl)-1H-benzo[d]imidazol-2-yl)piperidin-4-yl)amino)-1-methyl-1H-indazol-3-yl)benzonitrile FC(N1C(=NC2=C1C=CC=C2)N2CCC(CC2)NC2=CC=C1C(=NN(C1=C2)C)C=2C=C(C#N)C=CC2)F